nickel phenyl-(trimethylphosphine) bromide [Br-].C1(=CC=CC=C1)CP(C)C.[Ni+2].[Br-]